COC=1C=C2C(=C(C=NC2=CC1OC)S(=O)(=O)C1=CC=C(C=C1)OC)NCCCCN(CC)CC N1-(6,7-dimethoxy-3-((4-methoxyphenyl)sulfonyl)quinolin-4-yl)-N4,N4-diethylbutane-1,4-diamine